BrC1=CC=C(C=C1)C1(CCCC1)C=1N=C(SC1)NC(=O)NCC1=CC(=C(C(=C1)F)N1CCNCC1)F 1-(4-(1-(4-bromophenyl)-cyclopentyl)thiazol-2-yl)-3-(3,5-difluoro-4-(piperazin-1-yl)benzyl)urea